ClC1=C(C=C(C=C1)N1CCC(CC1)C(=O)NCCC(C)(C)O)C=1N=C2N(C=CC=C2)C1C 1-(4-chloro-3-(3-methylimidazo[1,2-a]pyridin-2-yl)phenyl)-N-(3-hydroxy-3-methylbutyl)piperidine-4-carboxamide